O=C1NC2=CC=CC=C2C(N1CC(=O)NCC1=NC=CC=C1)=O 2-(2,4-dioxo-1,4-dihydroquinazolin-3(2H)-yl)-N-(pyridin-2-ylmethyl)acetamide